FC=1C=C(C(=O)NC2=C(C(=CC=C2)C(=O)C=2C=C3N=C(C=NC3=CC2)NCCO)F)C=CC1 3-fluoro-N-(2-fluoro-3-(3-((2-hydroxyethyl)amino)quinoxaline-6-carbonyl)phenyl)benzamide